N'-(2-chloroacetyloxy)-3-(4-chlorophenyl)cyclobutanecarboxamidine ClCC(=O)ON=C(N)C1CC(C1)C1=CC=C(C=C1)Cl